(S)-N-(4-(4-amino-7-(1-(2-hydroxyethyl)-1H-pyrazol-4-yl)-1-methyl-1H-pyrazolo[4,3-c]pyridin-3-yl)-2-(1-(4-fluorophenyl)ethoxy)phenyl)-1,1-difluoromethanesulfonamide NC1=NC=C(C2=C1C(=NN2C)C2=CC(=C(C=C2)NS(=O)(=O)C(F)F)O[C@@H](C)C2=CC=C(C=C2)F)C=2C=NN(C2)CCO